4-[6-(3-fluoro-2-methyl-phenyl)-3-hydroxy-pyridin-2-yl]-4-oxo-butyric acid ethyl ester C(C)OC(CCC(=O)C1=NC(=CC=C1O)C1=C(C(=CC=C1)F)C)=O